2-(2-isopropylphenyl)-N-((1-(1-methyl-4-(trifluoromethyl)-1H-imidazol-2-yl)piperidin-4-yl)methyl)pyrido[2,3-d]pyrimidin-4-amine C(C)(C)C1=C(C=CC=C1)C=1N=C(C2=C(N1)N=CC=C2)NCC2CCN(CC2)C=2N(C=C(N2)C(F)(F)F)C